C(N)(OC1=NC=CC(=C1F)Cl)=O (4-chloro-3-fluoropyridin-2-yl) carbamate